[F].C(O)(O)=O carbonate compound with fluorine